2-(2-chlorophenyl)-N-[2-(2-chlorophenyl)acetyl]-N-(1-cyclobutyl-5-oxopyrrolidin-3-yl)acetamid ClC1=C(C=CC=C1)CC(=O)N(C1CN(C(C1)=O)C1CCC1)C(CC1=C(C=CC=C1)Cl)=O